N1(N=NC2=C1C=CC=C2)\C(=N\C(C2=CC=C(C=C2)F)=O)\N2CCC1(CCCC(N1C1=CC(=C(C=C1)Cl)F)=O)CC2 (E)-N-((1H-benzo[d][1,2,3]triazol-1-yl)(1-(4-chloro-3-fluorophenyl)-2-oxo-1,9-diazaspiro[5.5]undec-9-yl)methylene)-4-fluorobenzamide